ClC=1N=C(C2=C(N1)CC[S@]2=O)NC2(CCC2)C([2H])([2H])NC(OC(C)(C)C)=O |r| tert-butyl (R/S)-((1-((2-chloro-5-oxido-6,7-dihydrothieno[3,2-d]pyrimidin-4-yl)amino)cyclobutyl)methyl-d2)carbamate